C1=CC=CC=2C3=CC=CC=C3N(C12)C=1C=C(C=C(C1)N1C2=CC=CC=C2C=2C=CC=CC12)C1=CC(=CC(=C1)C#N)C#N 3',5'-bis(carbazol-9-yl)-[1,1'-biphenyl]-3,5-dicarboxnitrile